CCC(C)S(=O)NC1(CCC2(OCCO2)CC1)C(F)(F)F methyl-N-(8-(trifluoromethyl)-1,4-dioxaspiro[4.5]dec-8-yl)propane-2-sulfinamide